3-((1S,2S)-2-(6-chloroimidazo[1,2-b]pyridazin-8-yl)cyclopropyl)-2-fluorobenzonitrile ClC=1C=C(C=2N(N1)C=CN2)[C@@H]2[C@H](C2)C=2C(=C(C#N)C=CC2)F